5-(2-fluorophenyl)isoxazole-4-carboxylic acid FC1=C(C=CC=C1)C1=C(C=NO1)C(=O)O